3-carboxy-3-methylglutaryl-coenzyme A C(=O)(O)C(CC(=O)SCCNC(CCNC([C@@H](C(COP(OP(OC[C@@H]1[C@H]([C@H]([C@@H](O1)N1C=NC=2C(N)=NC=NC12)O)OP(=O)(O)O)(=O)O)(=O)O)(C)C)O)=O)=O)(CC(=O)O)C